ClC1=C(C=CC=C1C=1C=C2C(N(C(=NN2C1)C[C@H]1NCCC1)C)=O)C1=C(C(=CC=C1)C=1C=C2C(N(C(=NN2C1)C[C@H]1NCCC1)C)=O)Cl 6,6'-(2,2'-dichloro-[1,1'-biphenyl]-3,3'-diyl)bis(3-methyl-2-(((S)-pyrrolidin-2-yl)methyl)pyrrolo[2,1-f][1,2,4]triazin-4(3H)-one)